5-(2,4,5-trimethylphenyl)-1,3-cyclohexanedione CC1=C(C=C(C(=C1)C)C)C1CC(CC(C1)=O)=O